3-((2S)-2-hydroxy-3-(8-(4'-((isopentylamino)methyl)biphenyl-3-ylsulfonyl)-1-oxa-8-azaspiro[4.5]decan-3-ylamino)propoxy)-N-methylbenzenesulfonamide O[C@H](COC=1C=C(C=CC1)S(=O)(=O)NC)CNC1COC2(C1)CCN(CC2)S(=O)(=O)C=2C=C(C=CC2)C2=CC=C(C=C2)CNCCC(C)C